ClC=1C=C2C=C(NC2=CC1C=1N=NC=CC1)CNC(C)=O N-((5-chloro-6-(pyridazin-3-yl)-1H-indol-2-yl)methyl)acetamide